lauryl sulfosuccinate sodium salt [Na+].S(=O)(=O)(O)C(C(=O)OCCCCCCCCCCCC)CC(=O)[O-]